NC1=CC=C2C(=NN(C2=C1)C)C1C(NC(CC1)=O)=O 3-(6-amino-1-methyl-1H-indazol-3-yl)piperidine-2,6-dione